tert-butyl (2-(2,2-difluoroethoxy) ethyl)carboxylate FC(COCCC(=O)OC(C)(C)C)F